OC1=C(C(=C(C=C1)CCC(C)=O)C)C 4-(4-hydroxy-2,3-dimethylphenyl)butan-2-one